O(C1=CC=CC=C1)C1=CC=C(C=C1)NC=1C2=C(N=CN1)C=CC(=N2)N2CCN(CC2)C(C=C)=O 1-(4-(4-((4-phenoxyphenyl)amino)pyrido[3,2-d]pyrimidin-6-yl)piperazin-1-yl)prop-2-en-1-one